OC1=CC(=C2C(CC(OC2=C1)C1=C(C=CC=C1O)O)=O)OC 7,2',6'-trihydroxy-5-methoxyl-dihydroflavone